2-chloro-4,7-dibromobenzothiazole ClC=1SC2=C(N1)C(=CC=C2Br)Br